2-((4-(2-(4-chloro-2-fluorophenyl)-2-methyl-2,3-dihydrobenzo[b][1,4]dioxin-5-yl)piperidin-1-yl)methyl)-3-((S)-oxetan-2-ylmethyl)-3H-imidazo[4,5-b]pyridine-5-carboxylic acid ClC1=CC(=C(C=C1)C1(COC2=C(O1)C=CC=C2C2CCN(CC2)CC2=NC=1C(=NC(=CC1)C(=O)O)N2C[C@H]2OCC2)C)F